3-(tert-butoxymethyl)-1-(5-chloro-3-fluoropyridin-2-yl)-4-(4-(trifluoromethyl)benzyl)piperazine-2,5-dione C(C)(C)(C)OCC1C(N(CC(N1CC1=CC=C(C=C1)C(F)(F)F)=O)C1=NC=C(C=C1F)Cl)=O